BrC1=C(C(=CC=C1C)F)CO (2-bromo-6-fluoro-3-methylphenyl)methanol